BrCCC1CCC=2C=CC=3OCCC3C12 8-(2-bromoethyl)-1,6,7,8-tetrahydro-2H-indeno[5,4-B]furan